C1(=CC=CC=C1)C(CCN)(CCN)C1=CC=CC=C1 3,3-diphenyl-1,5-pentanediamine